FC=1C=C(C(=NC1)OC)[C@H](C)CC(C)(S(=O)N)C ((R)-1-(5-fluoro-2-methoxypyridin-3-yl)ethyl)-2-methylpropane-2-sulfinamide